(5-([1,2,4]triazolo[1,5-a]pyridin-2-yl)-8-((methyl-d3)amino)-2,7-naphthyridin-3-yl)-2-fluorocyclopropane-1-carboxamide N=1C(=NN2C1C=CC=C2)C2=C1C=C(N=CC1=C(N=C2)NC([2H])([2H])[2H])C2(C(C2)F)C(=O)N